The molecule is a 2'-deoxycytidine having geminal fluoro substituents in the 2'-position. An inhibitor of ribonucleotide reductase, gemcitabine is used in the treatment of various carcinomas, particularly non-small cell lung cancer, pancreatic cancer, bladder cancer and breast cancer. It has a role as a photosensitizing agent, a DNA synthesis inhibitor, a prodrug, an EC 1.17.4.1 (ribonucleoside-diphosphate reductase) inhibitor, an environmental contaminant, a xenobiotic, a radiosensitizing agent, an antineoplastic agent, an antimetabolite, an antiviral drug and an immunosuppressive agent. It is an organofluorine compound and a pyrimidine 2'-deoxyribonucleoside. C1=CN(C(=O)N=C1N)[C@H]2C([C@@H]([C@H](O2)CO)O)(F)F